BrC1=C(C=O)C(=CC=C1)C#C[Si](C)(C)C 2-bromo-6-[2-(trimethylsilyl)ethynyl]benzaldehyde